ethyl 5-(ethoxymethyl)-3-((isoquinoline-1-carboxamido)methyl)-4,5-dihydroisoxazole-5-carboxylate C(C)OCC1(CC(=NO1)CNC(=O)C1=NC=CC2=CC=CC=C12)C(=O)OCC